{4-[(3S)-3-Aminopyrrolidin-1-yl]-1-cyclopropyl-2-methyl-1,3-benzodiazol-5-yl}-2-(2,6-difluorophenyl)-3-oxopyridazin-4-carboxamide N[C@@H]1CN(CC1)C1=C(C=CC=2N(C(=NC21)C)C2CC2)C2=C(C(N(N=C2)C2=C(C=CC=C2F)F)=O)C(=O)N